N,N-dimethyl-3-(4-(4-morpholino-2-(3-(m-tolyl)-1H-pyrazol-1-yl)pyrazolo[1,5-a][1,3,5]triazin-7-yl)-1H-pyrazol-1-yl)propan-1-amine CN(CCCN1N=CC(=C1)C1=NN2C(N=C(N=C2N2CCOCC2)N2N=C(C=C2)C=2C=C(C=CC2)C)=C1)C